N-(3-(2-(N-acetylacetamido)-8,9-dihydroimidazo[1',2':1,6]pyrido[2,3-d]pyrimidin-6-yl)-4-methylphenyl)-4-(trifluoromethyl)picolinamide C(C)(=O)N(C(C)=O)C=1N=CC2=C(N1)N1C(C(=C2)C=2C=C(C=CC2C)NC(C2=NC=CC(=C2)C(F)(F)F)=O)=NCC1